(trans)-methyl 6-(1-((3-(tert-butoxycarbonyl)cyclobutyl)sulfonyl)piperidin-4-yl)-4-(2-chloro-4-fluorophenyl)-2-(thiazol-2-yl)-1,4-dihydropyrimidine-5-carboxylate C(C)(C)(C)OC(=O)[C@@H]1C[C@H](C1)S(=O)(=O)N1CCC(CC1)C1=C(C(N=C(N1)C=1SC=CN1)C1=C(C=C(C=C1)F)Cl)C(=O)OC